NCCOC1=CC=C(CCC2(OCC(N2)=O)C=2C(=NN(C2)C2=CC=C(C=C2)Br)C2=CC=C(C=C2)F)C=C1 (4-(2-Aminoethoxy)phenethyl)-2-(1-(4-bromophenyl)-3-(4-fluorophenyl)-1H-pyrazol-4-yl)oxazolidin-4-one